methyl 2-amino-6-(benzyloxy)thieno[2,3-c][1,2,4]triazolo[1,5-a]pyridine-5-carboxylate NC1=NN2C(C3=C(C(=C2C(=O)OC)OCC2=CC=CC=C2)C=CS3)=N1